O.C(CC(O)(C(=O)[O-])CC(=O)[O-])(=O)[O-].[K+].[K+].[K+] Tripotassium Citrate, monohydrate